[H-].[Na+].I(=O)(=O)(=O)O periodic acid sodium hydride